OC(CNCCCN)O N'-dihydroxyethyl-1,3-propanediamine